4-(4-methylphenyl)-oxan CC1=CC=C(C=C1)C1CCOCC1